C1(CC1)CN1C[C@H](CCC1)N1C(NC2=C1C=C(C(=C2)C=2C=C(C=1N(C2)N=CN1)OC)C(C)C)=O (S)-1-(1-(cyclopropylmethyl)piperidin-3-yl)-6-isopropyl-5-(8-methoxy-[1,2,4]triazolo[1,5-a]pyridin-6-yl)-1,3-dihydro-2H-benzo[d]imidazol-2-one